7-amino-2-(methylamino)heptanoic acid NCCCCCC(C(=O)O)NC